C(C)(=O)N1CCN(CC1)C1=CC(=C(C=C1)NC1=NC(=NC=C1C(F)(F)F)NC=1C=C(C=CC1)NC(CC)=O)OC N-(3-((4-((4-(4-acetylpiperazin-1-yl)-2-methoxyphenyl)amino)-5-(trifluoromethyl)pyrimidin-2-yl)amino)phenyl)propanamide